COCCOC=1C=C(C=CC1OC1=CC=CC=C1)NC(=O)NC1=CC=C(C=C1)Cl 1-[3-(2-methoxyethoxy)-4-phenoxyphenyl]-3-(4-chlorophenyl)urea